7-methyl-1,2,3,4-tetrahydro-1,8-naphthyridine CC1=CC=C2CCCNC2=N1